2-(1H-indol-3-yl)-2-methylindol-3-one N1C=C(C2=CC=CC=C12)C1(NC2=CC=CC=C2C1=O)C